1-(6-(1H-Imidazol-1-yl)pyridin-3-yl)ethan-1-one N1(C=NC=C1)C1=CC=C(C=N1)C(C)=O